5-methyl-3-(trifluoromethyl)-8,9-dihydropyrido[3',2':4,5]pyrrolo[1,2-a]pyrazin-6(7H)-one CC=1C2=C(N3C1C(NCC3)=O)N=CC(=C2)C(F)(F)F